N-hexyl-N-methyl-pyrrolidinium C(CCCCC)[N+]1(CCCC1)C